(S)-3-(5-(4-((1-(4-((3R,4R)-3-cyclohexyl-7-hydroxy-3-methylisochroman-4-yl)phenyl)piperidin-4-yl)methyl)piperazin-1-yl)-1-oxoisoindolin-2-yl)piperidine-2,6-dione C1(CCCCC1)[C@]1(OCC2=CC(=CC=C2[C@H]1C1=CC=C(C=C1)N1CCC(CC1)CN1CCN(CC1)C=1C=C2CN(C(C2=CC1)=O)[C@@H]1C(NC(CC1)=O)=O)O)C